C1(CCCC1)SC1=NC=CC=C1C1=CC(=C(C=C1)CCCCC(=O)O)F 5-[4-(2-cyclopentylsulfanyl-pyridin-3-yl)-2-fluoro-phenyl]-pentanoic acid